CC1(C(C(=CC2(CCN(CC2)C(=O)C2=CC=NC=C2)C1)C#N)=O)C 10,10-dimethyl-9-oxo-3-(pyridine-4-carbonyl)-3-azaspiro[5.5]undec-7-ene-8-carbonitrile